naphthalene-1,4-diylbis(methylene) diisocyanate C1(=CC=C(C2=CC=CC=C12)CN=C=O)CN=C=O